FC1=C(C=C(C=C1C)C1=C(C=C(C=C1C)OC)C)[C@H](CC(=O)O)NC([C@H](CC(C)C)N1N=C(C(=CC1=O)C)CCN1CC(C1)F)=O (S)-3-(4-fluoro-4'-methoxy-2',5,6'-trimethyl-[1,1'-biphenyl]-3-yl)-3-((S)-2-(3-(2-(3-fluoroazetidin-1-yl)ethyl)-4-methyl-6-oxopyridazin-1(6H)-yl)-4-methylpentanamido)propanoic acid